m-(6-chlorohexanamido)-L-phenylalanine ClCCCCCC(=O)NC=1C=C(C[C@H](N)C(=O)O)C=CC1